N-(8'-bromo-4'H-spiro[cyclopropane-1,5'-naphtho[2,1-d]isoxazol]-3'-yl)tetrahydro-2H-pyran-4-sulfonamide BrC1=CC=C2C3(CC=4C(=NOC4C2=C1)NS(=O)(=O)C1CCOCC1)CC3